ethyl 3-(2-chloro-4-fluoro-phenyl)-3-oxo-propanoate ClC1=C(C=CC(=C1)F)C(CC(=O)OCC)=O